(R)-3-(2-amino-[1,2,4]triazolo[1,5-a]pyridin-7-yl)-N-(3-(4-chlorophenyl)-3-hydroxypropyl)-6-ethyl-2-fluorobenzamide NC1=NN2C(C=C(C=C2)C=2C(=C(C(=O)NCC[C@@H](O)C3=CC=C(C=C3)Cl)C(=CC2)CC)F)=N1